3-(4-(3,5-dimethylpiperidin-4-yl)-5,7-difluoro-1-oxoisoindolin-2-yl)piperidine-2,6-dione CC1CNCC(C1C1=C2CN(C(C2=C(C=C1F)F)=O)C1C(NC(CC1)=O)=O)C